3-(4-chlorophenyl)-1-ethyl-8-(((2r,4s)-2-methyltetrahydro-2H-pyran-4-yl)methyl)-1,3,8-triazaspiro[4.5]decane-2,4-dione ClC1=CC=C(C=C1)N1C(N(C2(C1=O)CCN(CC2)C[C@@H]2C[C@H](OCC2)C)CC)=O